N1N=CC2=CC(=CC=C12)NC(=O)C1=C(NC=2N(C1C1=C(C=C(C=C1)Cl)F)N=C(C2)C(=O)OCC)C ethyl 6-((1H-indazol-5-yl) carbamoyl)-7-(4-chloro-2-fluorophenyl)-5-methyl-4,7-dihydropyrazolo[1,5-a]pyrimidine-2-carboxylate